C1(=CC=CC=C1)N(C(O)=O)C1=CC=C(C=C1)C(C)(C)C.FC1=C(C=CC2=CC=C(C=C2)C2=CC=C(C=C2)C=CC2=C(C=C(C=C2)N2C3=CC=CC=C3C=3C=CC=CC23)F)C=CC(=C1)N1C2=CC=CC=C2C=2C=CC=CC12 bis[2-fluoro-4-(9-carbazolyl)styryl]biphenyl phenyl-(4-(tert-butyl)phenyl)carbamate